FC1=CC(=C(C=C1)N1[C@@H](CN(CC1)C(=O)OC(C)(C)C)C)OC tert-butyl (R)-4-(4-fluoro-2-methoxyphenyl)-3-methylpiperazine-1-carboxylate